5-(4-cyclopropoxy-phenoxy)-4-methoxy-pyridine-2-carboxylic acid C1(CC1)OC1=CC=C(OC=2C(=CC(=NC2)C(=O)O)OC)C=C1